tert-butyl N-{[1-(1,3-benzothiazole-5-sulfonyl)-5-(2-fluorophenyl)-1H-pyrrol-3-yl]methyl}-N-methylcarbamate S1C=NC2=C1C=CC(=C2)S(=O)(=O)N2C=C(C=C2C2=C(C=CC=C2)F)CN(C(OC(C)(C)C)=O)C